2,3-dihexylcyclopropanecarbaldehyde C(CCCCC)C1C(C1CCCCCC)C=O